(2S)-3,3-di-(4-hydroxy-3-methoxyphenyl)-propane-1,2-diol OC1=C(C=C(C=C1)C([C@@H](CO)O)C1=CC(=C(C=C1)O)OC)OC